tert-butyl (2-phenylthiazol-4-yl)carbamate C1(=CC=CC=C1)C=1SC=C(N1)NC(OC(C)(C)C)=O